C(C1=CC=CC=C1)OC([C@@H](NC(=O)OC(C)(C)C)CC1=CC=C(C=C1)O)=O BOC-L-tyrosine benzyl ester